(±)-N-tert-butyl-1-butyryl-3-methylene-2-(pyridin-2-yl)indoline-2-carboxamide C(C)(C)(C)NC(=O)[C@]1(N(C2=CC=CC=C2C1=C)C(CCC)=O)C1=NC=CC=C1 |r|